COC(=O)C1[C@H]2CN(C[C@@H]12)C1=NC=C(C=C1)I (1R,5S,6R)-3-(5-iodopyridin-2-yl)-3-azabicyclo[3.1.0]hexane-6-carboxylic acid methyl ester